C(C)OC(CC(=O)C)=O.[Sn] tin ethylacetoacetate